N-(3-((4-(trifluoromethyl)thiazol-2-yl)amino)phenyl)carboxamide FC(C=1N=C(SC1)NC=1C=C(C=CC1)NC=O)(F)F